BrC1=C2C=NN(C2=C(C(=C1Cl)F)C(=O)N1[C@H](CN(CC1)C(=O)OC(C)(C)C)CO)C Tert-butyl (3R)-4-(4-bromo-5-chloro-6-fluoro-1-methyl-1H-indazole-7-carbonyl)-3-(hydroxymethyl)piperazine-1-carboxylate